IC=1C=C2C(=NC=NC2=CC1)N 6-iodo-quinazolin-4-amine